N-[2-(2-carbamoyl-2-methylideneethyl)-7-(1-methyl-1H-indazol-6-yl)-3-oxo-2,3-dihydro-1H-isoindol-5-yl]-4-methoxybenzamide C(N)(=O)C(CN1CC2=C(C=C(C=C2C1=O)NC(C1=CC=C(C=C1)OC)=O)C1=CC=C2C=NN(C2=C1)C)=C